(S)-Ethyl 2-(2-(3-(5-(((S)-1-cyclopropylethyl) carbamoyl)-4H-1,2,4-triazol-3-yl) phenyl) oxazole-5-carboxamido)-3-methylbutyrate C1(CC1)[C@H](C)NC(=O)C=1NC(=NN1)C=1C=C(C=CC1)C=1OC(=CN1)C(=O)N[C@H](C(=O)OCC)C(C)C